(Z)-3-HEXENYL ISOBUTYRATE C(C(C)C)(=O)OCC\C=C/CC